Tert-butyl 6-fluoroisoquinoline-2(1H)-carboxylate FC=1C=C2C=CN(CC2=CC1)C(=O)OC(C)(C)C